C(CCCCCCCCC\C=C/CCCCCC)(=O)[O-].[Nd+3].C(CCCCCCCCC\C=C/CCCCCC)(=O)[O-].C(CCCCCCCCC\C=C/CCCCCC)(=O)[O-] neodymium cis-vaccenate